C(C)(C)N1CCN(CC1)CC1=CC=C(C=C1)C1(N=C(NN1)N)N 5-(4-((4-isopropylpiperazinyl)methyl)phenyl)-1H-1,2,4-triazole-3,5-diamine